6-(3-(2-(1-(6-methoxypyrimidin-4-yl)cyclobutoxy)acetyl)-3,8-diazabicyclo[3.2.1]octan-8-yl)nicotinonitrile COC1=CC(=NC=N1)C1(CCC1)OCC(=O)N1CC2CCC(C1)N2C2=NC=C(C#N)C=C2